C(C)OC(CC(O)C1=C(C=NC=C1)NC(=O)OC(C)(C)C)=O 3-[3-(tert-Butoxycarbonylamino)-4-pyridinyl]-3-hydroxy-propionic acid ethyl ester